3-(5-bromo-2-nitrophenoxy)oxetane BrC=1C=CC(=C(OC2COC2)C1)[N+](=O)[O-]